[Na].C(N)(=O)CCN1C2=C(C(=C1C=C1C(=CC(C=C3C=C(C(=CC=4C(C(C(=C2)N4)(C)O)=CC=NOCC)N3)C)=N1)C)C)C=C carbamoylethyl-3-ethenyl-8-ethoxyiminoethylidene-7-hydroxy-2,7,12,18-tetramethyl-porphyrin sodium